6-(4-(4-cyclobutylpiperazin-1-yl)phenyl)-2-(2,6-dimethylpyridin-4-yl)-1,4-dimethyl-1H-imidazo[4,5-c]pyridine C1(CCC1)N1CCN(CC1)C1=CC=C(C=C1)C1=CC2=C(C(=N1)C)N=C(N2C)C2=CC(=NC(=C2)C)C